acryloxy-methyl-triethoxysilane C(C=C)(=O)OC(C)O[Si](OCC)(OCC)C